O[C@H](C(=O)N1C[C@H]2CC[C@@H](C1)N2C2=NC(=NC1=CC(=CC=C21)C2=CC(=CC1=CC=CC=C21)O)OC[C@H]2N(CCC2)C)C (S)-2-hydroxy-1-((1R,5S)-8-(7-(3-hydroxynaphthalen-1-yl)-2-(((S)-1-methylpyrrolidin-2-yl)methoxy)quinazolin-4-yl)-3,8-diazabicyclo[3.2.1]octan-3-yl)propan-1-one